C(C1=CC=CC=C1)N1N=C(N=C1)C(=O)NC1C(N(C=2N(CC1)N=C(C2)\C=C\CN2CC(CC2)(F)F)C)=O 1-benzyl-N-[2-[(E)-3-(3,3-difluoropyrrolidin-1-yl)prop-1-enyl]-4-methyl-5-oxo-7,8-dihydro-6H-pyrazolo[1,5-a][1,3]diazepin-6-yl]-1,2,4-triazole-3-carboxamide